ClC=1C=C(OC2CCC(CC2)NC(=O)C2=CC=C(N=N2)C2CCN(CC2)CC(=O)OC(C)(C)C)C=CC1C#N tert-Butyl 2-(4-(6-(((1r,4r)-4-(3-chloro-4-cyanophenoxy)cyclohexyl)carbamoyl)pyridazin-3-yl)piperidin-1-yl)acetate